4-amino-5-phenyl-4H-1,2,4-triazole NN1C=NN=C1C1=CC=CC=C1